N-(3-methyl-1-(4-(trifluoromethoxy)phenyl)-1H-pyrazolo[3,4-b]pyridin-5-yl)acrylamide CC1=NN(C2=NC=C(C=C21)NC(C=C)=O)C2=CC=C(C=C2)OC(F)(F)F